racemic-trans-[(2-hydroxy-1,2,3,4-tetrahydronaphthalen-1-yl)thio](phenyl)methanone O[C@H]1[C@@H](C2=CC=CC=C2CC1)SC(=O)C1=CC=CC=C1 |r|